5-isobutyl-6-(2-(2-methyl-6-(trifluoromethyl)pyrimidin-4-yl)-2,8-diazaspiro[4.5]decan-8-yl)-1-(tetrahydro-2H-pyran-2-yl)-1,5-dihydro-4H-pyrazolo[3,4-d]pyrimidin-4-one C(C(C)C)N1C(=NC2=C(C1=O)C=NN2C2OCCCC2)N2CCC1(CCN(C1)C1=NC(=NC(=C1)C(F)(F)F)C)CC2